(7-((4-(ethylamino)-3-(trifluoromethyl)-1H-pyrrolo[2,3-b]pyridin-6-yl)amino)benzo[d][1,3]dioxol-4-yl)(morpholino)methanone C(C)NC1=C2C(=NC(=C1)NC1=CC=C(C3=C1OCO3)C(=O)N3CCOCC3)NC=C2C(F)(F)F